FC1=C(C=C(C=C1)NC(OCC1=CC=CC=C1)=O)[N+](=O)[O-] benzyl N-(4-fluoro-3-nitrophenyl)carbamate